[1,1'-biphenyl]-2-yl-di-tert-butylphosphine C1(=C(C=CC=C1)P(C(C)(C)C)C(C)(C)C)C1=CC=CC=C1